(3e,5z)-tetradec-3,5-dienoic acid C(C\C=C\C=C/CCCCCCCC)(=O)O